[N].[Ge]1(=CC=CC=C1)C=O germinal nitrogen